CC1(N=NC=C1)C(=O)O.CN(CC=CC=O)C 4-(dimethylamino)but-2-en-1-one 3-methylpyrazolate